C(C)(=O)N1[C@@H](CN(CC1)C(C=C)=O)C1=CC(=NC(=C1)Cl)C1=NC(=CC(=C1)C(=O)NC)Cl (R)-4'-(1-acetyl-4-acryloylpiperazin-2-yl)-6,6'-dichloro-N-methyl-[2,2'-bipyridine]-4-carboxamide